3,6-Difluoro-11-azatricyclo[6.2.1.02,7]undeca-2,4,6,9-tetraene FC1=C2C3C=CC(C2=C(C=C1)F)N3